2-{[(1S)-1-(4-{[(2R,6S)-2,6-Dimethylmorpholin-4-yl]methyl}-2-fluorophenyl)ethyl]amino}-8-(2,2-dimethyl-propyl)pyrido[2,3-d]pyrimidin-7(8H)-on C[C@@H]1CN(C[C@@H](O1)C)CC1=CC(=C(C=C1)[C@H](C)NC=1N=CC2=C(N1)N(C(C=C2)=O)CC(C)(C)C)F